6-(3-methoxyazetidin-1-yl)-N-(2-nitrophenyl)pyridin-3-amine COC1CN(C1)C1=CC=C(C=N1)NC1=C(C=CC=C1)[N+](=O)[O-]